N-(2-tert-butylphenyl)-3-(2-pyridyl)-2-benzyl-4-phenylpyrrole C(C)(C)(C)C1=C(C=CC=C1)N1C(=C(C(=C1)C1=CC=CC=C1)C1=NC=CC=C1)CC1=CC=CC=C1